C1(CC1)C1=NN(C(=C1)C(F)(F)F)CC(=O)N1[C@@H]([C@@H](CC1)N1CCN(CC1)C1=NC=CN=C1)C1=C(C(=CC(=C1)F)C)Cl 2-[3-Cyclopropyl-5-(trifluoromethyl)pyrazol-1-yl]-1-[(2R,3R)-2-(2-chloro-5-fluoro-3-methyl-phenyl)-3-(4-pyrazin-2-ylpiperazin-1-yl)pyrrolidin-1-yl]ethanone